BrC1=CC(=C(\C=N\[S@@](=O)C(C)(C)C)C=C1)F (S,E)-N-(4-bromo-2-fluorobenzylidene)-2-methylpropane-2-sulfinamide